FC1=C(N=NC=C1)C(=O)O 4-FLUOROPYRIDAZINE-3-CARBOXYLIC ACID